5-(tert-butyl)-1,2,3-trichlorobenzene C(C)(C)(C)C=1C=C(C(=C(C1)Cl)Cl)Cl